C(C)(C)C1=C(C2=C(C=CC=C(C2=C1)C)C)C isopropyl-1,4,8-trimethyl-azulene